C1(CCC1)C(=O)N1CCCCCC(C2=NN=C(C3=C(C=C(C(C1)=N3)C(F)(F)F)NC(OC(C)(C)C)=O)O2)(C(F)(F)F)O tert-butyl N-[12-(cyclobutanecarbonyl)-6-hydroxy-6,15-bis(trifluoromethyl)-19-oxa-3,4,12,18-tetrazatricyclo[12.3.1.12,5]nonadeca-1(17),2,4,14(18),15-pentaen-17-yl]carbamate